O1C(=CC=C1)C=CC(=O)NC(C(=O)O)CC=1N=CNC1 2-{[3-(furan-2-yl)prop-2-enoyl]amino}-3-(1H-imidazol-4-yl)propanoic acid